(Diisopropylamino)(morpholino)(phenyl)phosphine lithium-iron silicate [Si]([O-])([O-])([O-])O.[Fe+2].[Li+].C(C)(C)N(C(C)C)P(C1=CC=CC=C1)N1CCOCC1